C1(CCC1)C1=NC(=NO1)C1=CC2=C([C@@H](CO2)NC(C)=O)C=C1 (S)-N-(6-(5-cyclobutyl-1,2,4-oxadiazol-3-yl)-2,3-dihydrobenzofuran-3-yl)acetamide